ClC=1C(=NC(=NC1)N1C(CCC1)COC)NC1=CC=2C3=C(C(N(C2C=C1)C)=O)OCC([C@@H](N3)C3CC3)(F)F (2S)-10-((5-Chloro-2-(2-(methoxymethyl)pyrrolidin-1-yl)pyrimidin-4-yl)amino)-2-cyclopropyl-3,3-difluoro-7-methyl-1,2,3,4-tetrahydro-[1,4]oxazepino[2,3-c]chinolin-6(7H)-on